Cl.C(C1=CC=CC=C1)OC1=C(C=CC=C1F)C1=CC(=C(C=C1F)F)C[C@]1(C[C@H](CC1)NS(=O)(=O)C)C(N)=N (1R,3S)-1-((2'-(benzyloxy)-3',4,6-trifluoro-[1,1'-biphenyl]-3-yl)methyl)-3-(methylsulfonamido)cyclopentane-1-carboximidamide hydrochloride